N(=[N+]=[N-])[C@H](C(=O)NC1=CC=C(COC(=O)N(CC)COC/C(=C/CCP(=O)(OC2=CC=CC=C2)N[C@@H](C)C(=O)OCC2=CC=CC=C2)/C)C=C1)C Benzyl (((E)-5-(((((4-((S)-2-azidopropanamido)benzyl)oxy)carbonyl)(ethyl)amino)methoxy)-4-methylpent-3-en-1-yl)(phenoxy)phosphoryl)-L-alaninate